N2-[(3-chloro-5-methyl-2-pyridinyl)methyl]-6-(1H-indazol-6-yl)-1,3,5-triazine-2,4-diamine ClC=1C(=NC=C(C1)C)CNC1=NC(=NC(=N1)N)C1=CC=C2C=NNC2=C1